C1(CC1)N(C=1N=CC(=NC1)C1=C(C=C(C(=C1)F)C=1C=NN(C1)C)O)[C@@H]1[C@@H]([C@H]2CC[C@@H](C1)N2)F 2-(5-{cyclopropyl[(1R,2R,3S,5S)-2-fluoro-8-azabicyclo[3.2.1]octan-3-yl]amino}pyrazin-2-yl)-4-fluoro-5-(1-methyl-1H-pyrazol-4-yl)phenol